2-methylpyridazine-3(2H)-one CN1N=CC=CC1=O